6-chloro-N-(piperidin-4-ylmethyl)quinoline-2-carboxamide 2,2,2-trifluoroacetate salt FC(C(=O)O)(F)F.ClC=1C=C2C=CC(=NC2=CC1)C(=O)NCC1CCNCC1